1-(4-morpholinophenyl)-butane-1-one O1CCN(CC1)C1=CC=C(C=C1)C(CCC)=O